N1-(4-(4-(Benzyloxy)phenyl)tetrahydro-2H-pyran-4-yl)-2,2-difluoromalonamide C(C1=CC=CC=C1)OC1=CC=C(C=C1)C1(CCOCC1)NC(C(C(=O)N)(F)F)=O